benzyl N-[(1R)-1-[(2S,5R)-5-azido-6-hydroxy-tetrahydropyran-2-yl]-2-benzyloxy-ethyl]-N-benzyl-carbamate N(=[N+]=[N-])[C@@H]1CC[C@H](OC1O)[C@@H](COCC1=CC=CC=C1)N(C(OCC1=CC=CC=C1)=O)CC1=CC=CC=C1